(S)-4-((3-acrylamidopiperidin-1-yl)methyl)-N-(1-(6-morpholino-9H-purin-8-yl)piperidin-4-yl)picolinamide C(C=C)(=O)N[C@@H]1CN(CCC1)CC1=CC(=NC=C1)C(=O)NC1CCN(CC1)C=1NC2=NC=NC(=C2N1)N1CCOCC1